ClC=1C=CC2=C(N=C(S2)C2CC(N(C(C2)(C)C)C)(C)C)C1 5-chloro-2-(1,2,2,6,6-pentamethyl-4-piperidyl)-1,3-benzothiazole